(+)-2'-(1'H,3H-spiro[2-benzofuran-1,4'-piperidin]-1'-yl)-2,3-dihydro-4'H-spiro[indene-1,5'-[1,3]oxazol]-4'-one N1(CCC2(CC1)OCC1=C2C=CC=C1)C=1OC2(C(N1)=O)CCC1=CC=CC=C12